CC=1C2(C3=CC=CC=C3C1C(C)C)CCC1(CC2)OCCO1 2''-methyl-3''-(propan-2-yl)dispiro[[1,3]dioxolane-2,1'-cyclohexane-4',1''-indene]